tert-butyl 4-bromo-5-methoxy-7-methyl-1H-indole-1-carboxylate BrC1=C2C=CN(C2=C(C=C1OC)C)C(=O)OC(C)(C)C